C(C=O)(=O)NCCCC[C@H](N)C(=O)O N6-Glyoxalyl-lysine